(2-(((2-(2,6-dioxopiperidin-3-yl)-1-oxoisoindolin-4-yl)oxy)methyl)thiazol-4-yl)methyl 4-oxoadamantane-1-carboxylate O=C1C2CC3(CC(CC1C3)C2)C(=O)OCC=2N=C(SC2)COC2=C3CN(C(C3=CC=C2)=O)C2C(NC(CC2)=O)=O